O=C1C=2N(CCN1)C(C(=CC2)C(=O)O)=O 1,6-dioxo-2,3,4,6-tetrahydro-1H-pyrido[1,2-a]pyrazine-7-carboxylic acid